COC(C1=CC(=CC(=C1)CO)CO)=O 3,5-bis(hydroxymethyl)benzoic acid methyl ester